3-methyl-4-cyclohexene-1,2-dicarboxylic anhydride CC1C2C(CC=C1)C(=O)OC2=O